C(C)(C)(C)OC(NCC1=C(C=C(C=C1C)Br)C)=O (4-bromo-2,6-dimethylbenzyl)carbamic acid tert-butyl ester